(S)-benzyl 5-amino-2,2-dimethylpiperidine-1-carboxylate N[C@H]1CCC(N(C1)C(=O)OCC1=CC=CC=C1)(C)C